COC1=CC=C(C=C1)[C@@H](O)C1=CC=C(C=C1)C (S)-(4-methoxyphenyl)-(4-methylphenyl)-methanol